(E)-2-phenyl-3-(pyridin-3-yl)-N-(p-tolyl)acrylamide C1(=CC=CC=C1)/C(/C(=O)NC1=CC=C(C=C1)C)=C\C=1C=NC=CC1